tris(p-tolyl)phosphonium sulfate S(=O)(=O)([O-])[O-].C1(=CC=C(C=C1)[PH+](C1=CC=C(C=C1)C)C1=CC=C(C=C1)C)C.C1(=CC=C(C=C1)[PH+](C1=CC=C(C=C1)C)C1=CC=C(C=C1)C)C